OC1(CNC2=C3N=CN(C3=NC=N2)[C@H]2[C@@H](O)[C@H](O)[C@H](O2)CO)CC(=CO1)OC 6-(2-hydroxy-4-methoxyfurfurylamino)-9-β-D-arabinofuranosylpurine